4,4'-methylenebis(2,6-di-T-butylphenol) C(C1=CC(=C(C(=C1)C(C)(C)C)O)C(C)(C)C)C1=CC(=C(C(=C1)C(C)(C)C)O)C(C)(C)C